2-(4-Chlorophenyl)-5-(4-methylpiperazin-1-yl)-4,5,6,7-tetrahydro-2H-indazol-3-ol ClC1=CC=C(C=C1)N1N=C2CCC(CC2=C1O)N1CCN(CC1)C